N-((4-bromophenyl)sulfonyl)-3-((2,6-dimethylbenzyl)oxy)-4-trifluoromethylbenzamide BrC1=CC=C(C=C1)S(=O)(=O)NC(C1=CC(=C(C=C1)C(F)(F)F)OCC1=C(C=CC=C1C)C)=O